(3,4-DIPROPOXYPHENYL)BORANEDIOL C(CC)OC=1C=C(C=CC1OCCC)B(O)O